FC1(CNCCC1NC(=O)C1=C(OC2=C1C=C(C=C2)OCC2=NC=CC=N2)C)F N-(3,3-difluoropiperidin-4-yl)-2-methyl-5-(pyrimidin-2-ylmethoxy)benzofuran-3-carboxamide